(S)-7-(5-((2-(1-(3-bromobenzenesulfonyl)azetidine-3-carboxamido)-3-(tert-butoxy)-3-oxopropyl)amino)-5-oxopentyl)-3,4-dihydro-1,8-naphthyridine-1(2H)-carboxylic acid tert-butyl ester C(C)(C)(C)OC(=O)N1CCCC2=CC=C(N=C12)CCCCC(=O)NC[C@@H](C(=O)OC(C)(C)C)NC(=O)C1CN(C1)S(=O)(=O)C1=CC(=CC=C1)Br